5-(1-(2,2-difluoroethyl)-1H-benzo[d][1,2,3]triazol-6-yl)-6-fluoro-N-((3S,4R)-3-fluoro-1-(oxetan-3-yl-3-d)piperidin-4-yl)-4-methoxypyrrolo[2,1-f][1,2,4]triazin-2-amine FC(CN1N=NC2=C1C=C(C=C2)C=2C(=CN1N=C(N=C(C12)OC)N[C@H]1[C@H](CN(CC1)C1(COC1)[2H])F)F)F